2,5-di-(t-butylperoxy)hexyne C(C)(C)(C)OOC(C)C#CC(C)OOC(C)(C)C